ClC=1C=C(OCCOCCOCCNC(OCC2=CC=CC=C2)=O)C=C(C1)N1CCNCC1 benzyl (2-(2-(2-(3-chloro-5-(piperazin-1-yl)phenoxy)ethoxy)ethoxy)ethyl)carbamate